tert-butyl (3R)-3-[[4-[2-methyl-4-[[2-methyl-4-(2,2,2-trifluoroethylsulfonylamino)-1-naphthyl]oxy]thiazol-5-yl]pyrimidin-2-yl]amino]piperidine-1-carboxylate CC=1SC(=C(N1)OC1=C(C=C(C2=CC=CC=C12)NS(=O)(=O)CC(F)(F)F)C)C1=NC(=NC=C1)N[C@H]1CN(CCC1)C(=O)OC(C)(C)C